N-(N,N-dimethyl-1,2,3,4-tetrahydro-2-aminodibenzo-fur-8-yl)isoxazole-3-carboxamide CN(C1CC2=C(OC3=C2C=C(C=C3)NC(=O)C3=NOC=C3)CC1)C